C(#N)C=1C=C(C=NC1N1N=CC=N1)NC(=O)C=1C=NN(C1C(F)(F)F)C=1C=NC(=CC1)NC N-(5-cyano-6-(2H-1,2,3-triazol-2-yl)pyridin-3-yl)-1-(6-(methylamino)pyridin-3-yl)-5-(trifluoromethyl)-1H-pyrazol-4-Formamide